2-Amino-N,N-dimethyl-5-(3-(2-methylpyridin-4-yl)-1H-pyrrolo[2,3-b]pyridin-5-yl)pyridine-3-sulfonamide NC1=NC=C(C=C1S(=O)(=O)N(C)C)C=1C=C2C(=NC1)NC=C2C2=CC(=NC=C2)C